4-epoxy-6-methylcyclohexyl-carboxylate CC1CC(CC2C1O2)C(=O)[O-]